NC=1C=C(C=NC1)C=1N(CCCC1)C(=O)OC(C)(C)C tert-butyl 5'-amino-5,6-dihydro-[2,3'-bipyridine]-1(4H)-carboxylate